C(#N)C1(CCC1)C(=O)NC1=NN(C2=NC=C(C=C21)C2=C(C1=C(OCO1)C=C2)F)CCC(C)(C)O 1-cyano-N-(5-(4-fluorobenzo[d][1,3]dioxol-5-yl)-1-(3-hydroxy-3-methylbutyl)-1H-pyrazolo[3,4-b]pyridin-3-yl)cyclobutane-1-carboxamide